tert-butyl N-[(2-{[(benzyloxy)carbonyl](methyl)amino}ethyl)(1-methyl-1H-pyrazol-4-yl)sulfamoyl]carbamate C(C1=CC=CC=C1)OC(=O)N(CCN(S(=O)(=O)NC(OC(C)(C)C)=O)C=1C=NN(C1)C)C